phenoxy-2,2-dimethylpropionic acid O(C1=CC=CC=C1)CC(C(=O)O)(C)C